ClC1=NC(=CC(=C1C(=O)O)C1=C(C=NC=C1OC)F)C chloro-3'-fluoro-5'-methoxy-6-methyl-[4,4'-bipyridine]-3-carboxylic acid